tert-butyl (cyclobutylmethyl)((3R)-1-(6-(1-oxo-1-((6-(pyrrolidin-1-yl)pyrazin-2-yl)amino)propan-2-yl)pyridin-3-yl)piperidin-3-yl)carbamate C1(CCC1)CN(C(OC(C)(C)C)=O)[C@H]1CN(CCC1)C=1C=NC(=CC1)C(C(NC1=NC(=CN=C1)N1CCCC1)=O)C